C(C)(=O)OCC(CCC(=O)[O-])(C#CCCC)O 2-[(acetoxy) methyl]-2-hydroxyhept-3-yn-1-ylacetate